BrC1=CC=C(C=C1)C(C)N1C[C@@H](N(C2=CC=CC=C12)C(C)=O)C 1-((2S)-4-(1-(4-bromophenyl)ethyl)-2-methyl-3,4-dihydroquinoxalin-1(2H)-yl)ethan-1-one